ClC=1C(=C(C=CC1)NC(=O)C1=CC(=CC=2NC(=NC21)N2CCOCC2)NC(=O)C2=C(C=CC=C2)C(F)(F)F)C N-(3-chloro-2-methylphenyl)-2-(morpholin-4-yl)-6-({[2-(trifluoromethyl)phenyl]carbonyl}amino)-1H-benzoimidazole-4-carboxamide